C(C)(C)(C)OC(=O)N1CC2=C(CC1)C(=NN2)C2=C(C=CC=C2)[N+](=O)[O-] 3-(2-Nitrophenyl)-1,4,5,7-tetrahydro-6H-pyrazolo[3,4-c]pyridine-6-carboxylic acid tert-butyl ester